3-(4-iodobenzyl)-2-methylbenzothiazole IC1=CC=C(CN2C(SC3=C2C=CC=C3)C)C=C1